CC(C)=CCC\C(=C\CC\C(=C\CC\C=C(\CCC=C(C)C)/C)\C)\C (6e,10e,14e)-2,6,10,15,19-pentamethyleicos-2,6,10,14,18-pentaene